2-[(2E)-2-(aminomethyl)-3-fluoroprop-2-en-1-yl]-4-[4-(2,1,3-benzoxadiazol-5-yl)-2-fluorophenyl]-2,4-dihydro-3H-1,2,4-triazol-3-one hydrochloride Cl.NC/C(/CN1N=CN(C1=O)C1=C(C=C(C=C1)C1=CC=2C(=NON2)C=C1)F)=C\F